2-((trimethylsilyl)methyl)-1,2,3,4-tetrahydroisoquinoline C[Si](C)(C)CN1CC2=CC=CC=C2CC1